2-((13-(isobutyldimethylsilyl)tridecyl)thio)ethyl hydrogen ((((R)-1-(6-amino-9H-purin-9-yl)propan-2-yl)oxy)methyl)phosphonate NC1=C2N=CN(C2=NC=N1)C[C@@H](C)OCP(OCCSCCCCCCCCCCCCC[Si](C)(C)CC(C)C)(O)=O